P(O)(=O)(OP(=O)(O)O)OC[C@@H]1[C@H]([C@H]([C@@](O1)(N1C=NC=2C(=O)NC(N)=NC12)S)O)O mercaptoguanosine-5'-diphosphate